[Si](C1=CC=CC=C1)(C1=CC=CC=C1)(C(C)(C)C)OC[C@H]1N(C(C[C@H]1O)=O)C(=O)OC(C)(C)C tert-butyl (2R,3R)-2-[[tert-butyl(diphenyl)silyl] oxymethyl]-3-hydroxy-5-oxo-pyrrolidine-1-carboxylate